N-((1r,4r)-4-(3-chloro-4-isocyano-2-methylphenoxy)cyclohexyl)-6-(4-(6-oxohexyl)piperidin-1-yl)pyridazine-3-carboxamide ClC=1C(=C(OC2CCC(CC2)NC(=O)C=2N=NC(=CC2)N2CCC(CC2)CCCCCC=O)C=CC1[N+]#[C-])C